C(=C)CC(=O)[O-].C(C)N1C=[N+](C=C1)C 1-ethyl-3-methylimidazolium vinyl-acetate